propanoic acid hexyl ester C(CCCCC)OC(CC)=O